(3S)-N-{2-fluoro-4-methyl-5-[2-(1-methylpyrazol-4-yl)-6-(morpholin-4-yl)pyridin-4-yl]phenyl}-3-(trifluoromethyl)pyrrolidine-1-carboxamide FC1=C(C=C(C(=C1)C)C1=CC(=NC(=C1)N1CCOCC1)C=1C=NN(C1)C)NC(=O)N1C[C@H](CC1)C(F)(F)F